C(C1=CC=CC=C1)OC(=O)N[C@@H](C(=O)OCC1=CC=CC=C1)CNC(C1=CC(=CC(=C1)F)N1N=C(C=C1)CC)=O (R)-benzyl 2-(((benzyloxy)carbonyl)amino)-3-(3-(3-ethyl-1H-pyrazol-1-yl)-5-fluorobenzamido)propanoate